CN(CCCCCCCCCCCCCCCC)C N,N-dimethylhexadecane-1-amine